2,2'-bistrifluoromethyl-4,4'-benzidine FC(C1=C(C=CC(=C1)N)C1=C(C=C(N)C=C1)C(F)(F)F)(F)F